(R)-2-(2,5-difluorophenyl)-pyrrolidine (R)-2-hydroxy-succinate O[C@@H](C(=O)O)CC(=O)O.FC1=C(C=C(C=C1)F)[C@@H]1NCCC1